3-chloro-5-nitro-2-(1H-1,2,4-triazol-1-yl)pyridine ClC=1C(=NC=C(C1)[N+](=O)[O-])N1N=CN=C1